N-(1-METHYL-1H-INDAZOL-7-YL)-6-(2-(TRIFLUOROMETHYL)THIAZOL-5-YL)PYRIDINE-3-SULFONAMIDE CN1N=CC2=CC=CC(=C12)NS(=O)(=O)C=1C=NC(=CC1)C1=CN=C(S1)C(F)(F)F